SCCCCCCC1=NC(=NC=C1C(=O)N)N1CCCCC1 (6-mercaptohexyl)-2-(piperidin-1-yl)pyrimidine-5-carboxamide